ethyl 2-methyl-4H-pyrrolo[3,2-d]thiazole-5-carboxylate CC=1SC2=C(N1)C=C(N2)C(=O)OCC